diisocyanato-3,3'-dimethoxybiphenyl N(=C=O)C1=C(C(=C(C=C1)C1=CC(=CC=C1)OC)N=C=O)OC